C(\C=C(/C)\CCC=C(C)C)C1=C(OC2=CC(=CC(=C2C1=O)O)O)C1=C(C=C(C=C1)O)O 5'-Z-geranyl-5,7,2',4'-tetrahydroxy-flavone